(S)-4-(3-(4-(1H-pyrazol-4-yl)phenyl)imidazo[1,2-b]pyridazin-6-yl)-2-methylmorpholine N1N=CC(=C1)C1=CC=C(C=C1)C1=CN=C2N1N=C(C=C2)N2C[C@@H](OCC2)C